hexane-1,3,6-tricarboxylate C(CC(CCCC(=O)[O-])C(=O)[O-])C(=O)[O-]